2-(5-chloro-2-thienyl)-6-fluoro-4-methoxy-5-(trifluoromethyl)pyrimidine ClC1=CC=C(S1)C1=NC(=C(C(=N1)OC)C(F)(F)F)F